5-((1-(4-(3-Morpholinopyrrolidin-1-yl)phenyl)-1H-imidazol-4-yl)amino)pyrazine-2-carbonitrile O1CCN(CC1)C1CN(CC1)C1=CC=C(C=C1)N1C=NC(=C1)NC=1N=CC(=NC1)C#N